(2R,3R,4S,5R,6R)-5-(2,2-difluoroethoxy)-2-(hydroxymethyl)-6-((5-(piperidin-4-yl)isoxazol-3-yl)methyl)-4-(4-(3,4,5-trifluorophenyl)-1H-1,2,3-triazol-1-yl)tetrahydro-2H-pyran-3-ol FC(CO[C@@H]1[C@H]([C@H]([C@H](O[C@@H]1CC1=NOC(=C1)C1CCNCC1)CO)O)N1N=NC(=C1)C1=CC(=C(C(=C1)F)F)F)F